(S)-(3-(1-amino-2-cyclopropyl-8-azaspiro[4.5]dec-2-en-8-yl)-6-((2-amino-3-chloropyridin-4-yl)thio)-5-methylpyrazin-2-yl)methanol N[C@@H]1C(=CCC12CCN(CC2)C=2C(=NC(=C(N2)C)SC2=C(C(=NC=C2)N)Cl)CO)C2CC2